(3-fluoro-4-(methylcarbamoyl)phenyl)boronic acid FC=1C=C(C=CC1C(NC)=O)B(O)O